NC1=C(C=CC=C1)C1=C(C=CC=C1)C1(CCCCC1)P(C1CCCCC1)C1=C(C=CC=C1)C1=C(C=CC=C1OC(C)C)OC(C)C [2'-(amino)[1,1'-biphenyl]-2-yl][2',6'-bis(1-methylethoxy)[1,1'-biphenyl]-2-yl]dicyclohexylphosphine